C(C)(=O)NC1=C(C(=O)NC=2SC(=C(N2)C2CCOCC2)C)C=CC=C1 2-acetamido-N-(5-methyl-4-(tetrahydro-2H-pyran-4-yl)thiazol-2-yl)benzamide